Cl.FC(C=1C=CC(=NC1)C=1C=2N(C=C(N1)CN)C=CN2)(F)F (8-(5-(trifluoromethyl)pyridin-2-yl)imidazo[1,2-a]pyrazin-6-yl)methanamine hydrochloride